[2H]C([2H])([2H])C([2H])([2H])C=CCC=CCC=CCC=CCC=CCC=CCCC(=O)O docosahexaenoic acid-d5